Natrium glutamat N[C@@H](CCC(=O)[O-])C(=O)[O-].[Na+].[Na+]